N-[2-(6-methoxybenzimidazol-1-yl)-ethyl]acetamide COC=1C=CC2=C(N(C=N2)CCNC(C)=O)C1